C(C1=CC=CC=C1)OC(=O)N[C@@H](C(C)C)C(=O)OCCCC(=O)O 4-((((benzyloxy)carbonyl)-L-valinyl)oxy)butanoic acid